ethyl (S)-1-(benzo[d]isothiazole-3-carboxamido)-8-(2-chloro-5-fluorophenyl)-6-oxo-5,6,7,8-tetrahydroimidazo[1,5-a]pyrazine-3-carboxylate S1N=C(C2=C1C=CC=C2)C(=O)NC=2N=C(N1C2[C@@H](NC(C1)=O)C1=C(C=CC(=C1)F)Cl)C(=O)OCC